S(CCCCCCC)O thiaoctanol